P(=O)(OCC1=CC=CC=C1)(OCC1=CC=CC=C1)O[C@@H]1C(OC2=CC=C(C=C2[C@H]1N1C(CCC1)=O)C#N)(C)C dibenzyl ((3S,4R)-6-cyano-2,2-dimethyl-4-(2-oxopyrrolidin-1-yl)chroman-3-yl) phosphate